N1C(=CC=C1)C(=O)[O-] pyrroleAt